2-fluoro-N-methyl-4H-thieno[3,2-b]pyrrole-5-carboxamide FC1=CC=2NC(=CC2S1)C(=O)NC